FC1=C(C(=CC=C1)C)N1CCC(CC1)N1C(NC=2N=CN(C2C1)COCC[Si](C)(C)C)=O 1-[1-(2-Fluoro-6-methyl-phenyl)-piperidin-4-yl]-7-(2-trimethylsilanyl-ethoxymethyl)-1,3,6,7-tetrahydro-purin-2-one